2-4-aminophenyl-benzimidazole NC1=CC=C(C=C1)C=1NC2=C(N1)C=CC=C2